5,6-dimethoxy-benzo[d]oxazole-2(3H)-thione COC=1C(=CC2=C(NC(O2)=S)C1)OC